2'-(2-Hydroxy-5-methylphenyl)-1',3-dimethyl-1-phenyl-3'H-spiro[pyrazole-4,9'-pyrazolo[1,2-a]indazole]-3',5(1H)-dione OC1=C(C=C(C=C1)C)C1=C(N2N(C=3C=CC=CC3C23C(=NN(C3=O)C3=CC=CC=C3)C)C1=O)C